CC(=O)N[C@H]1[C@H]([C@@H]([C@H](OC1OP(=O)([O-])OP(=O)([O-])OC[C@@H]2[C@H]([C@H]([C@@H](O2)N3C=CC(=O)NC3=O)O)O)C(=O)[O-])O)O The molecule is a nucleotide-sugar oxoanion obtained by deprotonation of the carboxy and diphosphate OH groups of UDP-N-acetyl-D-mannosaminouronic acid. It is a conjugate base of an UDP-N-acetyl-D-mannosaminouronic acid.